C(CC(=C)C)OC1=C2C(C(=C(OC2=CC=C1)C1=CC(=CC=C1)OC)O)=O isopentenyloxy-3'-methoxy-flavonol